(R)-1-(8-chloro-6-oxo-1,4,5,6-tetrahydro-2H-pyrano[3,4-c]isoquinolin-1-yl)-3-(3-cyano-4-fluorophenyl)-1-ethylurea ClC=1C=CC=2C3=C(NC(C2C1)=O)COC[C@@H]3N(C(=O)NC3=CC(=C(C=C3)F)C#N)CC